1-(3-(1,1-difluoro-2-hydroxy-2-methylpropyl)-2-fluorophenyl)ethane FC(C(C)(C)O)(F)C=1C(=C(C=CC1)CC)F